CC(CC)N(C1CCC1)CCC1=CNC2=CC=C(C=C12)F N-(butan-2-yl)-N-[2-(5-fluoro-1H-indol-3-yl)ethyl]cyclobutanamine